(2R,3R)-N,N-BIS(4-METHOXYBENZYL)-3-METHYL-1-(THIOPHEN-2-YL)HEX-5-ENE-2-SULFONAMIDE COC1=CC=C(CN(S(=O)(=O)[C@H](CC=2SC=CC2)[C@@H](CC=C)C)CC2=CC=C(C=C2)OC)C=C1